(-)-1-(tert-butylamino)-3-[(4-morpholino-1,2,5-thiadiazol-3-yl)oxy]-2-propanol maleate C(\C=C/C(=O)O)(=O)O.C(C)(C)(C)NCC(COC1=NSN=C1N1CCOCC1)O